azepino[1,2-a]indol-8(5H)-one C1=C2C=C3N(C2=CC=C1)C=CC(C=C3)=O